C1(=CC=CC=C1)C1=NC(=NC(=N1)C1=CC=CC=C1)C1=CC=C(C=C1)N1C2=CC=CC=C2C=2C=CC=CC12 9-(4-(4,6-Diphenyl-1,3,5-triazin-2-yl)phenyl)-9H-carbazole